[Na+].C(CC(=O)[O-])(=O)OC methyl malonate sodium salt